(S)-3-(1-(2-hydroxy-4'-(methoxycarbonyl)-[1,1'-biphenyl]-4-yl)-2-oxo-1,2-dihydro-3H-imidazo[4,5-b]pyridin-3-yl)pyrrolidine-1-carboxylic acid tert-butyl ester C(C)(C)(C)OC(=O)N1C[C@H](CC1)N1C(N(C=2C1=NC=CC2)C2=CC(=C(C=C2)C2=CC=C(C=C2)C(=O)OC)O)=O